C(C)(=O)N1CC(OCC1)C(C(=O)NC1=NC=C(C(=C1)C1=C2N(N=C1)CC(C2)(C)C)Cl)C (4-Acetylmorpholin-2-yl)-N-(5-chloro-4-(5,5-dimethyl-5,6-dihydro-4H-pyrrolo[1,2-b]pyrazol-3-yl)pyridin-2-yl)propanamide